3-(3-(5-tert-butylisoxazol-3-yl)ureido)-N-(2-(2-hydroxyethoxy)ethyl)-2,3,4,9-tetrahydro-1H-carbazole-6-carboxamide C(C)(C)(C)C1=CC(=NO1)NC(NC1CCC=2NC3=CC=C(C=C3C2C1)C(=O)NCCOCCO)=O